CC(C)C1=C(C2=CC=CC=C2C=C1C(C)C)S(=O)(=O)O 2,3-di(propan-2-yl)naphthalene-1-sulfonic acid